NC=1C=C(C#N)C=CC1N1CCC(CC1)N(C)C 3-amino-4-(4-(dimethylamino)piperidin-1-yl)benzonitrile